O7-tert-butyl O8-methyl (8S)-6-oxo-7-azadispiro[3.0.45.14]decane-7,8-dicarboxylate O=C1C2(C3(CCC3)C2)C[C@H](N1C(=O)OC(C)(C)C)C(=O)OC